C(C)(C)C1=CN(C=2C1=NC(=CC2)CC=2C(=C(C(=NC2C)OCC(=O)OCCCC)C)C)S(=O)(=O)C2=CC=C(C=C2)C butyl 2-[(5-[[3-isopropyl-1-(4-methylbenzenesulfonyl)pyrrolo[3,2-b]pyridin-5-yl]methyl]-3,4,6-trimethylpyridin-2-yl)oxy]acetate